(S)-1-(indolin-2-yl)-N-methylmethanamine N1[C@@H](CC2=CC=CC=C12)CNC